4-chloro-5,8-dihydropyrido[2,3-d]pyrimidin-7(6H)-one ClC=1C2=C(N=CN1)NC(CC2)=O